C(=O)(OCC1=CC=CC=C1)C(CCC[C@H](N)C(=O)O)N 6-carbobenzyloxy-L-lysine